(5-(6-chloropyridin-2-yl)-1-methyl-1H-pyrazol-3-yl)-3-hydroxy-1-methylpyrrolidin-2-one ClC1=CC=CC(=N1)C1=CC(=NN1C)C1(C(N(CC1)C)=O)O